CN([C@H](CNC(C[C@H](C)C1=CC=CC=C1)=O)CC1=C(C2=C(NC(O2)=O)C=C1)C)C (3S)-N-[(2S)-2-(dimethylamino)-3-(7-methyl-2-oxo-2,3-dihydro-1,3-benzoxazol-6-yl)propyl]-3-phenylbutanamide